2-[3-(2-Hydroxy-ethyl)-benzylsulfanyl]-6-oxo-4-thiophen-2-yl-1,6-dihydropyrimidine-5-carbonitrile OCCC=1C=C(CSC=2NC(C(=C(N2)C=2SC=CC2)C#N)=O)C=CC1